C(C=C)S(=O)(=O)[O-].[Na+] sodium allyl-sulfonate